CC1=NN(C(=C1CCC(=O)N1CCN(CC1)CC1=CC=C2C=CC=NC2=C1)C)C=1C=CC=2N(N1)C(=NN2)C 3-(3,5-dimethyl-1-(3-methyl-[1,2,4]triazolo[4,3-b]pyridazin-6-yl)-1H-pyrazol-4-yl)-1-(4-(quinolin-7-ylmethyl)piperazin-1-yl)propan-1-one